NC1=NC=CC=C1C1=NC=2C(=NC(=CC2)C2=CC=CC=C2)N1C1=CC=C(CN2CCC(CC2)NC(C2=CC(=NC=C2)C#N)=O)C=C1 N-(1-(4-(2-(2-Aminopyridin-3-yl)-5-phenyl-3H-imidazo[4,5-b]pyridin-3-yl)benzyl)piperidin-4-yl)-2-cyanoisonicotinamide